NCC(=O)NC=1C=CC(=C(C(=O)NCC2=C3C=CC=NC3=CC=C2)C1)C 5-(2-aminoacetamido)-2-methyl-N-(quinolin-5-ylmethyl)benzamide